2-(5-(2,3-dihydro-6'h,8'h-spiro[indene-1,9'-pyrido[3',2':4,5]imidazo[2,1-c][1,4]oxazin]-2'-yl)pyrimidin-2-yl)propan-2-amine N1=C(C=CC=2N=C3COCC4(N3C21)CCC2=CC=CC=C24)C=2C=NC(=NC2)C(C)(C)N